(2R,5S)-1-(Bis(5-(trifluoromethyl)pyridin-2-yl)methyl)-2,5-dimethylpiperazine dihydrochloride Cl.Cl.FC(C=1C=CC(=NC1)C(N1[C@@H](CN[C@H](C1)C)C)C1=NC=C(C=C1)C(F)(F)F)(F)F